C(C)(C)(C)OC(=O)N1CCN(CC1)C1=CC=C(C=C1)OC1=C2NC=NC2=NC(=N1)Cl.ClC1=NC(=C2N(C=NC2=N1)C1COCC1)OC1=CC=C(C=C1)N1CCN(CC1)C(=O)OC(C)(C)C tert-Butyl 4-[4-(2-chloro-7-tetrahydrofuran-3-yl-purin-6-yl)oxyphenyl]piperazine-1-carboxylate (racemic)-tert-butyl-4-{4-[(2-chloro-7H-purin-6-yl)oxy]phenyl}piperazine-1-carboxylate